C(C)C(CC(=C(C(=O)O)CC(=O)O)CC(CCCC)CC)CCCC di-(2-ethylhexyl)itaconic acid